C(C)(C)(C)NC(=O)N1CC2(CCN3N=C(C=C32)C=3C=C2C(=NC3)NC=C2C2CCC2)C1 N-tert-butyl-2'-(3-cyclobutyl-1H-pyrrolo[2,3-b]pyridin-5-yl)-5',6'-dihydrospiro[azetidine-3,4'-pyrrolo[1,2-b]pyrazole]-1-carboxamide